3-(3-(3-((tert-butyldimethylsilyl)oxy)propoxy)-5-methyl-4-nitro-1H-pyrazol-1-yl)-2-(trifluoromethyl)pyridine [Si](C)(C)(C(C)(C)C)OCCCOC1=NN(C(=C1[N+](=O)[O-])C)C=1C(=NC=CC1)C(F)(F)F